OCC1=C(C=CC2=CC3=CC(=C(C=C3C=C12)O)CO)O 1,6-dihydroxymethyl-2,7-dihydroxyanthracene